CCCCCCCC(CN(O)CC(CCCCCCC)O)O N,N-bis(6-hexyl-2-hydroxyl-propyl)-hydroxylamine